2-((6-bromo-1H-pyrazolo[4,3-b]pyridin-1-yl)methyl)-5-methyloxazole BrC=1C=C2C(=NC1)C=NN2CC=2OC(=CN2)C